tert-butyl (1-(2,5-dimethoxy-4-(5-oxohexyl)phenyl)butan-2-yl)carbamate COC1=C(C=C(C(=C1)CCCCC(C)=O)OC)CC(CC)NC(OC(C)(C)C)=O